(R)-2-((4-(hydroxyimino)-1-oxo-1,4-dihydronaphthalen-2-yl)amino)-3-phenyl-N-(3,5-difluorophenyl)-propionamide ON=C1C=C(C(C2=CC=CC=C12)=O)N[C@@H](C(=O)NC1=CC(=CC(=C1)F)F)CC1=CC=CC=C1